FC(C1=NC(=NC(=N1)C(F)(F)F)N1[C@@H](C=2NC3=CC=C(C=C3C2CC1)Cl)C[C@H]1OC(OC1)=O)(F)F (4R)-4-({(1R)-2-[4,6-bis(trifluoromethyl)-1,3,5-triazin-2-yl]-6-chloro-2,3,4,9-tetrahydro-1H-pyrido[3,4-b]indol-1-yl}methyl)-1,3-dioxolan-2-one